[4-[[2-(4-methyl-sulfanylphenyl)imidazo[1,2-a]pyrazin-3-yl]amino]phenyl]-morpholin-4-ylmethanone CC1=CC(=C(C=C1)C=1N=C2N(C=CN=C2)C1NC1=CC=C(C=C1)C(=O)N1CCOCC1)S